(S)-5-((((2',2''-dichloro-3''-(3-(((((S)-5-oxopyrrolidin-2-yl)methyl)amino)methyl)-[1,2,4]triazolo[4,3-a]pyridin-7-yl)-[1,1':3',1''-terphenyl]-4-yl)methyl)amino)methyl)pyrrolidin-2-one ClC1=C(C=CC=C1C1=C(C(=CC=C1)C1=CC=2N(C=C1)C(=NN2)CNC[C@H]2NC(CC2)=O)Cl)C2=CC=C(C=C2)CNC[C@@H]2CCC(N2)=O